C(CC)C(C(=O)N1CCN(CC1)CCNP(OCC)(OCC)=O)CCC diethyl (2-(4-(2-propylpentanoyl) piperazin-1-yl) ethyl)-phosphoramidate